6-methyl-2-(2-(6-methylpyridin-2-yl)-5,6-dihydro-cyclopenta[d]imidazol-1(4H)-yl)imidazo[2,1-b][1,3,4]thiadiazole-5-carbonitrile CC=1N=C2SC(=NN2C1C#N)N1C(=NC2=C1CCC2)C2=NC(=CC=C2)C